N-(3-((4-amino-2-butyl-1H-imidazo[4,5-c]quinolin-1-yl)methyl)benzyl)-3,4,5-tri-hydroxybenzamide NC1=NC=2C=CC=CC2C2=C1N=C(N2CC=2C=C(CNC(C1=CC(=C(C(=C1)O)O)O)=O)C=CC2)CCCC